C1(CCCCC1)N1N=CC2=C1N=C1N(CCC3=C1NC1=CC=CC=C31)C2=O 1-cyclohexyl-6,7-dihydro-1H-pyrazolo[3'',4'':4',5']pyrimido[1',2':1,2]pyrido[3,4-b]indol-4(12H)-one